N-[1-[2-[5-(difluoromethoxy)-2-pyridyl]-1,2,4-triazol-3-yl]ethyl]-6,8-bis(trifluoromethyl)quinazolin-4-amine FC(OC=1C=CC(=NC1)N1N=CN=C1C(C)NC1=NC=NC2=C(C=C(C=C12)C(F)(F)F)C(F)(F)F)F